OCCN1CCN(CC1)C1=NC=CC=C1C(=O)NCCS(=O)(=O)N1CCCC1 2-[4-(2-hydroxyethyl)piperazin-1-yl]-N-(2-pyrrolidin-1-ylsulfonylethyl)pyridine-3-carboxamide